2-[4-phenyl-5-(pyridin-4-yl)-1H-imidazol-1-yl]Acetyl piperazine-1-carboxylate N1(CCNCC1)C(=O)OC(CN1C=NC(=C1C1=CC=NC=C1)C1=CC=CC=C1)=O